1-((3aR,5r,6aS)-5-((5-(imidazo[1,2-a]pyridin-6-yl)-4-methoxy-7H-pyrrolo[2,3-d]pyrimidin-2-yl)amino)hexahydrocyclopenta[c]pyrrol-2(1H)-yl)ethan-1-one N=1C=CN2C1C=CC(=C2)C2=CNC=1N=C(N=C(C12)OC)NC1C[C@@H]2[C@@H](CN(C2)C(C)=O)C1